(2S,5S)-5-Phenyl-pyrrolidine-2-acetic acid C1(=CC=CC=C1)[C@@H]1CC[C@H](N1)CC(=O)O